FC(CO)(F)C=1C(=C(C=CC1)[C@@H](C)NC1=NC(=NC2=C3C(=C(C=C12)N1CCC(CC1)(O)COC)CCC3)C)F (R)-1-(4-((1-(3-(1,1-difluoro-2-hydroxyethyl)-2-fluorophenyl)ethyl)amino)-2-methyl-8,9-dihydro-7H-cyclopenta[h]quinazolin-6-yl)-4-(methoxymethyl)piperidin-4-ol